2-(4-(benzyloxy)phenyl)-5-(4-chlorophenyl)-4-methyl-1H-imidazole C(C1=CC=CC=C1)OC1=CC=C(C=C1)C=1NC(=C(N1)C)C1=CC=C(C=C1)Cl